tert-butyl (4-(3-cyano-1H-pyrazol-1-yl)benzyl)carbamate C(#N)C1=NN(C=C1)C1=CC=C(CNC(OC(C)(C)C)=O)C=C1